bis(glycidoxy)benzene C(C1CO1)OC1=C(C=CC=C1)OCC1CO1